9-(3-fluoro-4-aminophenyl)fluorene FC=1C=C(C=CC1N)C1C2=CC=CC=C2C=2C=CC=CC12